bisepoxycyclohexane C123C(CCCC1)(O2)O3